FC1=CC2=C(N(C(=N2)NC(CC2C(C(C2)(F)F)(F)F)=O)C2(CCC2)C)C=C1 N-(5-fluoro-1-(1-methylcyclobutyl)-1H-benzo[d]imidazol-2-yl)-2-(2,2,3,3-tetrafluorocyclobutyl)acetamide